2-((3-(3-hydroxy-2,2-dimethylcyclobutoxy)-1-(methyl-d3)-1H-pyrazol-4-yl)amino)-7-((S)-1-methoxypropane-2-yl)-7H-pyrrolo[2,3-d]pyrimidine-6-carbonitrile OC1C(C(C1)OC1=NN(C=C1NC=1N=CC2=C(N1)N(C(=C2)C#N)[C@H](COC)C)C([2H])([2H])[2H])(C)C